S1N=NC=2C1=CSN2 isothiazolo[3,4-d]-1,2,3-thiadiazole